thieno[3,2-d]oxazole N1=COC2=C1C=CS2